NC=1C(=CC(=C(C1)NC1=NC=C(C(=N1)N1CC(C2=NC(=CC=C21)C)(C)C)C(=O)OC(C)C)OC)N2CCN(CC2)C2CC2 isopropyl 2-((5-amino-4-(4-cyclopropylpiperazin-1-yl)-2-methoxyphenyl)amino)-4-(3,3,5-trimethyl-2,3-dihydro-1H-pyrrolo[3,2-b]pyridin-1-yl)pyrimidine-5-carboxylate